1-(2,3-difluoro-6-methoxybenzyl)-3,4-dimethyl-2-oxo-N-(2,4,6-trifluorobenzyl)-1,2,3,4-tetrahydroquinazoline-7-carboxamide FC1=C(CN2C(N(C(C3=CC=C(C=C23)C(=O)NCC2=C(C=C(C=C2F)F)F)C)C)=O)C(=CC=C1F)OC